C1(CC1)C=1C=C(C=O)C=C(C1)OC(F)(F)F 3-Cyclopropyl-5-(trifluoromethoxy)benzaldehyde